CCOCCOCCOCCOCCCC 3,6,9,12-tetraoxahexadecan